ClC1=C(C=2N=C(N=C(C2C=N1)N1CC2CCC(C1)N2C(=O)OC(C)(C)C)OC[C@]21CCCN1C[C@@H](C2)F)F tert-butyl 3-(7-chloro-8-fluoro-2-(((2R,7aS)-2-fluorohexahydro-1H-pyrrolizin-7a-yl)methoxy)pyrido[4,3-d]pyrimidin-4-yl)-3,8-diazabicyclo[3.2.1]octane-8-carboxylate